4-chloro-isobenzofuran-1,3-dione ClC1=C2C(OC(C2=CC=C1)=O)=O